BrC1=NSC(=N1)Cl 3-Bromo-5-chloro-1,2,4-thiadiazole